diethyl 1,8-octanedioate C(CCCCCCC(=O)OCC)(=O)OCC